N-(2-(2-aminobenzo[d]thiazol-7-yl)pyrimidin-4-yl)-N-methylacetamide NC=1SC2=C(N1)C=CC=C2C2=NC=CC(=N2)N(C(C)=O)C